N-ethyl-2-fluoro-N-[1-(1H-imidazol-5-ylmethyl)-2-oxo-1,2-dihydroquinoxalin-5-yl]benzamide C(C)N(C(C1=C(C=CC=C1)F)=O)C1=C2N=CC(N(C2=CC=C1)CC1=CN=CN1)=O